5-methyl-furfurol CC1=CC=C(CO)O1